diethyl (E)-2-methylbut-2-enedicarboxylate C/C(/C(C(=O)OCC)C(=O)OCC)=C\C